ClC=1C=2C(=CNC2C2=C(C1)CN(S(N2)(=O)=O)CC(=O)N2CCOCC2)Cl 2-(6,7-dichloro-2,2-dioxido-4,9-dihydro-[1,2,6]thiadiazino[4,3-g]indol-3(1H)-yl)-1-morpholinoethan-1-one